CC1=C(C=O)C=CC(=C1)N1CCOCC1 2-methyl-4-morpholinobenzaldehyde